Cl.COC=1C=C(C=C2CN(C(C12)=O)C1C(NC(CC1)=O)=O)N1CCNCC1 3-(7-methoxy-1-oxo-5-(piperazin-1-yl)isoindolin-2-yl)piperidine-2,6-dione hydrochloride